COC1=C(C=CC=C1)OC(OC1=C(C=CC=C1)OC)=O Bis(2-methoxyphenyl)carbonate